7-[4-(2-methoxypyridin-3-yl)piperidin-1-yl]-3-oxa-9-azabicyclo[3.3.1]nonane-9-carboxylic acid methyl ester COC(=O)N1C2COCC1CC(C2)N2CCC(CC2)C=2C(=NC=CC2)OC